NCC(=O)O[C@H]1C2(CCC(C1)(CC2)NC(COC2=CC(=C(C=C2)Cl)F)=O)NC(COC2=CC(=C(C=C2)Cl)F)=O (2R)-1,4-bis[2-(4-chloro-3-fluorophenoxy)acetamido]bicyclo[2.2.2]octan-2-yl Aminoacetate